COC(C1N(CCCC1)C)=O N-methyl-pipecolic acid methylester